N(=[N+]=[N-])C1CN(CCC1O)C(=O)OC(C)(C)C tert-Butyl 3-azido-4-hydroxypiperidine-1-carboxylate